C(C)C=1C(=CC=C2C=C(C=C(C12)C=1C(=C2N=C(N=C3C2=C(CCC2COCCCN32)N1)SC)F)OCOC)F 2-(8-ethyl-7-fluoro-3-(methoxymethoxy)naphthalen-1-yl)-1-fluoro-12-(methylthio)-4,5,5a,6,9,10-hexahydro-8H-7-oxa-3,10a,11,13-tetraazanaphtho[1,8-ab]heptalene